C(C)[Si](O[Si](O[Si](CCCN)(CC)CC)(CC)CC)(CCCN)CC 1,1,3,3,5,5-hexaethyl-1,5-bis(3-aminopropyl)trisiloxane